tert-butyl (2-iodo-6,7-dihydro-4H-thieno[3,2-c]pyran-4-yl)methylcarbamate IC1=CC=2C(OCCC2S1)CNC(OC(C)(C)C)=O